(4-(7-methoxyquinolin-4-yl)phenyl)methanamine COC1=CC=C2C(=CC=NC2=C1)C1=CC=C(C=C1)CN